C(#N)C1=C(C=CC=C1)NC(CCCC(=O)OC)=O methyl 5-((2-cyanophenyl) amino)-5-oxopentanoate